C12(CCCCC1)C(=O)OCC(COC2=O)(C)C 2,2-dimethyl-1,3-propylene cyclohexanedicarboxylate